FC=1C=C(OC=2C=CC=C3C(C(C23)F)O)C=C(C1)F 5-(3,5-difluorophenoxy)-7-fluoro-8-hydroxybicyclo[4.2.0]octa-1,3,5-triene